CNC1=CC=C(C=C1)CP(=O)(NCCC1=NC=CC=C1)OCC N-methyl-4-{[ethoxy([2-(pyridin-2-yl)ethyl]amino)-phosphoryl]-methyl}aniline